ClC1=C(OC2=NC(=NC(=C2)C2=C(C=CC=C2)C(C)C)NS(=O)(=O)C=2C=NN(C2)C)C(=CC=C1)C N-[4-(2-chloro-6-methyl-phenoxy)-6-(2-isopropylphenyl)pyrimidin-2-yl]-1-methyl-pyrazole-4-sulfonamide